N1(CCCCC1)C1=CC=C(C=O)C=C1 4-(piperidin-1-yl)benzaldehyde